OC1N(C(C2=CC(=CC=C12)OCCOCC#C)=O)C1C(NC(CC1)=O)=O 3-[1-hydroxy-3-oxo-5-[2-(prop-2-yn-1-yloxy)ethoxy]-2,3-dihydro-1H-isoindol-2-yl]Piperidine-2,6-dione